C(C=C)C(C1=CC(OC)=C(O)C=C1)(CC=C)O diallyl-vanillyl alcohol